FC(OC=1C=C(C=CC1)C1=NN(C=2C1=NC=C(C2)C(=O)NC(C)C(C)O)C(C)C)F 3-(3-(difluoromethoxy)phenyl)-N-(3-hydroxybutan-2-yl)-1-isopropyl-1H-pyrazolo[4,3-b]pyridine-6-carboxamide